N-(4-((2-amino-3-chloropyridin-4-yl)oxy)-3-fluorophenyl)-5-chloro-1-phenyl-1H-pyrazole-4-carboxamide NC1=NC=CC(=C1Cl)OC1=C(C=C(C=C1)NC(=O)C=1C=NN(C1Cl)C1=CC=CC=C1)F